C[C@@]12C[C@@H](C[C@@H](C=C1)N2C)OC2=NN=C(S2)C2=C(C=C(C=C2)N2N=CC(=N2)C)O 2-(5-(((1R,3R,5S)-1,8-dimethyl-8-azabicyclo[3.2.1]oct-6-en-3-yl)oxy)-1,3,4-thiadiazol-2-yl)-5-(4-methyl-2H-1,2,3-triazol-2-yl)phenol